O.[Na].O.O.[Na] sodium sesquihydrate